FC(OC=1C=C(C=CC1)C1=NN(C=2C1=NC=C(C2)C(=O)OCC)C2CCN(CC2)C)F ethyl 3-(3-(difluoromethoxy)phenyl)-1-(1-methylpiperidin-4-yl)-1H-pyrazolo[4,3-b]pyridine-6-carboxylate